2-[(1s,4s,5r)-5-{[5-cyclopropyl-3-(2,6-dichlorophenyl)-1,2-oxazol-4-yl]methoxy}-2-azabicyclo[2.2.1]heptan-2-yl]-4-methyl-1,3-benzothiazole-6-carboxylic acid C1(CC1)C1=C(C(=NO1)C1=C(C=CC=C1Cl)Cl)CO[C@H]1[C@@H]2CN([C@H](C1)C2)C=2SC1=C(N2)C(=CC(=C1)C(=O)O)C